CNC(=O)C1(CCC1)C N,1-dimethylcyclobutane-1-carboxamide